3-Cyano-N-(1-(1-(difluoromethyl)-1H-pyrazol-4-yl)-1H-indazol-6-yl)-2-isopropylbenzamide C(#N)C=1C(=C(C(=O)NC2=CC=C3C=NN(C3=C2)C=2C=NN(C2)C(F)F)C=CC1)C(C)C